N'-(4-chlorophenyl)-3-cyclopropyl-1-(thiazol-2-yl)-1H-pyrazole-4-carbohydrazide ClC1=CC=C(C=C1)NNC(=O)C=1C(=NN(C1)C=1SC=CN1)C1CC1